7-benzylsulfanyl-5-chloro-6-fluoro-1-iodo-imidazo[1,5-a]pyridine C(C1=CC=CC=C1)SC1=CC=2N(C(=C1F)Cl)C=NC2I